3-(7-(2-(4-(2,5-dimethyloxazole-4-carbonyl)piperazin-1-yl)-2-oxoethoxy)-1-methyl-1H-indazol-3-yl)piperidine-2,6-dione CC=1OC(=C(N1)C(=O)N1CCN(CC1)C(COC=1C=CC=C2C(=NN(C12)C)C1C(NC(CC1)=O)=O)=O)C